C(C1=CC=CC=C1)(=O)ON1C=COC2=C(C1C1=CC=C(C=C1)OC)C(=NN2C2=CC=CC=C2)C(F)(F)F 5-(benzoyloxy)-4-(4-methoxyphenyl)-1-phenyl-3-(trifluoromethyl)-4,5-dihydro-1H-pyrazolo[4,3-f][1,4]oxazepin